C1(CC1)N(C(CC1=CC=CC2=CC=C(C=C12)OC)=O)C N-cyclopropyl-N-methyl-(7-methoxy-1-naphthyl)acetamide